BrCCOCCOCCOCCC(=O)OC(C)(C)C tert-butyl 3-{2-[2-(2-bromoethoxy)ethoxy]ethoxy}propanoate